tert-butyl ((1r,3r)-3-(4-(2-(4-((2-cyanopyrimidin-5-yl)oxy)phenyl) propan-2-yl)phenoxy)cyclobutyl)carbamate C(#N)C1=NC=C(C=N1)OC1=CC=C(C=C1)C(C)(C)C1=CC=C(OC2CC(C2)NC(OC(C)(C)C)=O)C=C1